{[3-(dimethylamino)Propyl]imino}methylidene(ethyl)amine CN(CCCN=C=NCC)C